6-fluorobenzopyran tert-butyl-((8R,9aS)-2-((R)-4-amino-1-((3,4-dichlorobenzyl)amino)-1-oxobutan-2-yl)-1-oxo-5-phenethyloctahydro-1H-pyrrolo[1,2-a][1,4]diazepin-8-yl)carbamate C(C)(C)(C)N(C(O)=O)[C@@H]1C[C@@H]2N(C(CCN(C2=O)[C@@H](C(=O)NCC2=CC(=C(C=C2)Cl)Cl)CCN)CCC2=CC=CC=C2)C1.FC=1C=CC2=C(C=CCO2)C1